tert-butyl (E)-(3-fluoro-2-(((2-((4-methoxybenzyl)amino)benzo[d]oxazol-6-yl)oxy)methyl)allyl)carbamate F/C=C(\CNC(OC(C)(C)C)=O)/COC1=CC2=C(N=C(O2)NCC2=CC=C(C=C2)OC)C=C1